CC1=NC(=CC(=C1)C1=CC=C2C=3C=C(C=CC3NC2=C1)C1CCN(CC1)C(=O)OC(C)(C)C)C tert-butyl 4-(7-(2,6-dimethylpyridin-4-yl)-9H-carbazol-3-yl)piperidine-1-carboxylate